((2R,3S,4R,5R)-5-(4-aminopyrrolo[2,1-f][1,2,4]triazin-7-yl)-5-cyano-3,4-dihydroxytetrahydrofuran-2-yl)methyl ((R)-2-((2-chlorobenzyl)oxy)-3-(octadecyloxy)propyl) hydrogen phosphate P(=O)(OC[C@H]1O[C@@]([C@@H]([C@@H]1O)O)(C#N)C1=CC=C2C(=NC=NN21)N)(OC[C@@H](COCCCCCCCCCCCCCCCCCC)OCC2=C(C=CC=C2)Cl)O